[Ir+3].CC1=CC(=NC=C1C1=CC=CC=C1)C1=CC=CC=C1.CC1=CC(=NC=C1C1=CC=CC=C1)C1=CC=CC=C1.CC1=CC(=NC=C1C1=CC=CC=C1)C1=CC=CC=C1 tris(4-methyl-2,5-diphenylpyridine) iridium (III)